4-[(2R,3R)-2-(2-chloro-3-methyl-phenyl)pyrrolidin-3-yl]-1,4-thiazinane 1,1-dioxide hydrochloride Cl.ClC1=C(C=CC=C1C)[C@H]1NCC[C@H]1N1CCS(CC1)(=O)=O